(R)-3-amino-4-(((tetrahydrofuran-3-yl)methyl)amino)benzonitrile NC=1C=C(C#N)C=CC1NC[C@@H]1COCC1